C1(CC1)C=1C=C(CN(C(CN(S(=O)(=O)C2=C(C(=C(C(=C2)F)F)F)F)CC2=C(C=CC=C2)F)=O)C2=C(C=C(C(=O)O)C=C2)OCC)C=C(C1)C1CC1 4-(N-(3,5-dicyclopropylbenzyl)-2-(2,3,4,5-tetrafluoro-N-(2-fluorobenzyl)phenylsulfonamido)acetamido)-3-ethoxybenzoic acid